ClC=1C=C(C=CC1OC)C1=CN=C2N1C=CN=C2NC2=CC=C(C=C2)NC(CO)=O N-[4-[[3-(3-chloro-4-methoxy-phenyl)imidazo[1,2-a]pyrazin-8-yl]amino]phenyl]-2-hydroxy-acetamide